4,4'-hexafluoroisopropylidene-di-o-xylene FC=1C(=C(C(=C(C1C)C)F)C(C)(C)C=1C(=C(C(=C(C1F)F)C)C)F)F